C1(C=CC(N1Br)=O)=O maleimidobromide